N-(1-methylcyclopropyl)imidazo[1,5-a]pyrazine-6-sulfonamide CC1(CC1)NS(=O)(=O)C=1N=CC=2N(C1)C=NC2